5-((2-chlorophenyl)thio)-2-(2-morpholinopyrimidin-5-yl)-6-oxo-2-(thiophen-3-yl)-3,6-dihydro-2H-pyran-4-yl (2-methoxyethyl) carbonate C(OC=1CC(OC(C1SC1=C(C=CC=C1)Cl)=O)(C1=CSC=C1)C=1C=NC(=NC1)N1CCOCC1)(OCCOC)=O